ClC=1C(=C2C=NNC2=C(C1F)OC(F)(F)F)C1=CC=2N(C=C1)N=C(C2)NC(=O)[C@H]2[C@H](C2)F (1S,2S)-N-(5-(5-chloro-6-fluoro-7-(trifluoromethoxy)-1H-indazol-4-yl)pyrazolo[1,5-a]pyridin-2-yl)-2-fluorocyclopropane-1-carboxamide